4,5-dimethyl-6-((5-methyl-1H-pyrazol-3-yl)amino)pyrimidin CC1=NC=NC(=C1C)NC1=NNC(=C1)C